N=1C=NN2C1C=CC(=C2)C2=CC(=NN2C2=NC(=CC=C2)C)CC(=O)NC2=C(C(=CC=C2)F)F 5-([1,2,4]triazolo[1,5-a]pyridin-6-yl)-N-(2,3-difluorophenyl)-1-(6-methylpyridin-2-yl)-1H-pyrazole-3-carboxyamide